phosphoric acid, hydride phosphate P(=O)(O)(O)O.[PH3]=O